pyridin-2-ylsulfonyl-N-[[3-isopropyl-2,4-dioxo-1-[6-(trifluoromethyl)-3-pyridyl]pyrimidin-5-yl]methyl]pyrrolidine-2-carboxamide N1=C(C=CC=C1)S(=O)(=O)N1C(CCC1)C(=O)NCC=1C(N(C(N(C1)C=1C=NC(=CC1)C(F)(F)F)=O)C(C)C)=O